(2-chloro-6-methoxyquinolin-3-yl)methanimine oxide ClC1=NC2=CC=C(C=C2C=C1C=[NH+][O-])OC